furyl-propyltriethoxysilane O1C(=CC=C1)C(C)O[Si](OCC)(OCC)CCC